2h-benzo-1,5-dioxepin-3(4h)-one O1CC(COC2=C1C=CC=C2)=O